SCOCC 3-oxathiapentane